C(C)(C)C1=NN=C(N1C1CC2CCC(C1)N2CC[C@@H](C2=CC=CC=C2)NC(CCC(F)(F)F)=O)C N-{(1S)-3-[3-(3-Isopropyl-5-methyl-4H-1,2,4-triazol-4-yl)-exo-8-azabicyclo[3.2.1]oct-8-yl]-1-phenylpropyl}-4,4,4-trifluorobutanamide